ClC1=C(C=C(N=N1)NC(C(C)(C)C)=O)\C=C\N(C)C N-[6-chloro-5-[(E)-2-(dimethylamino)vinyl]pyridazin-3-yl]-2,2-dimethyl-propanamide